C12CNCC(COC1)N2C(=O)[O-] 3,9-diaza-7-oxabicyclo[3.3.1]nonane-9-carboxylate